FC=1C=C(C2=C(CCO2)C1CC1=NC2=C(N1C[C@H]1OCC1)C=C(C=C2OC)C(=O)O)C2=NC(=CC=C2)OCC2=C(C=C(C=C2)C(F)(F)F)OC (S)-2-((5-fluoro-7-(6-((2-methoxy-4-(trifluoromethyl)benzyl)oxy)pyridin-2-yl)-2,3-dihydrobenzofuran-4-yl)methyl)-4-methoxy-1-(oxetan-2-ylmethyl)-1H-benzo[d]imidazole-6-carboxylic acid